[Na+].C1C(CCCC1)C(=O)[O-] trans-2-cyclohexanecarboxylic acid sodium salt